tert-butyl N-[(3R,4R)-1-[6-[[1-[2-[2-[2-[2-(2-aminoethoxy)ethoxy]ethoxy]ethoxy]ethyl]-3-methoxy-pyrazol-4-yl]amino]-9-methyl-purin-2-yl]-4-fluoro-pyrrolidin-3-yl]carbamate NCCOCCOCCOCCOCCN1N=C(C(=C1)NC1=C2N=CN(C2=NC(=N1)N1C[C@H]([C@@H](C1)F)NC(OC(C)(C)C)=O)C)OC